tert-butyl N-[[1-[5-(aminomethyl)-2-(3-chloro-4-methyl-phenyl)pyrimidin-4-yl]pyrrolidin-3-yl]methyl]carbamate NCC=1C(=NC(=NC1)C1=CC(=C(C=C1)C)Cl)N1CC(CC1)CNC(OC(C)(C)C)=O